BrC=1C=C(N(C2=CC=CC=C2)C2=CC=C(C=C2)C2CCCCC2)C=C(C1Cl)I 3-bromo-4-chloro-N-(4-cyclohexylphenyl)-5-iodo-N-phenylaniline